N-cyclopentyl-2-(3-(tert-butoxycarbonyl)-3,8-diazabicyclo[3.2.1]octan-8-yl)-4-(1-hydroxypropan-2-yl)benzo[d]thiazole-6-carboxamide C1(CCCC1)NC(=O)C1=CC2=C(N=C(S2)N2C3CN(CC2CC3)C(=O)OC(C)(C)C)C(=C1)C(CO)C